tert-butyl 4-(4-amino-7-bromo-5-(3-fluoro-4-((4-methylpyrimidin-2-yl) oxy) phenyl)-5H-pyrrolo[3,2-d]pyrimidin-6-yl)-2,5-dihydro-1H-pyrrole-1-carboxylate NC=1C2=C(N=CN1)C(=C(N2C2=CC(=C(C=C2)OC2=NC=CC(=N2)C)F)C2=CCN(C2)C(=O)OC(C)(C)C)Br